C1=CC=CC=2C1=C1C3=CC=4C(=CC3=NC1=CC2)N=C2C=CC=CC24 benz[g]indolo[2,3-b]carbazole